2-benzyl 1-(tert-butyl) (2R,4S)-4-(3-chloro-4-fluorobenzyl)pyrrolidine-1,2-dicarboxylate ClC=1C=C(C[C@H]2C[C@@H](N(C2)C(=O)OC(C)(C)C)C(=O)OCC2=CC=CC=C2)C=CC1F